(R)-4-(N-methyl-N-ethoxycarbonylamino)-3-(4-methylphenyl)-N-((R)-1-(2-(trifluoromethyl)pyrimidin-5-yl)ethyl)-4,5-dihydro-1H-pyrazol-1-carboxamide CN(C(=O)OCC)[C@H]1C(=NN(C1)C(=O)N[C@H](C)C=1C=NC(=NC1)C(F)(F)F)C1=CC=C(C=C1)C